2-(4-(hydroxymethyl)phenoxy)-N-phenyl-N-(thiophen-2-ylmethyl)acetamide OCC1=CC=C(OCC(=O)N(CC=2SC=CC2)C2=CC=CC=C2)C=C1